C1CCC2=C(C=3CCCC3C=C12)NC(=O)N=[S@](=O)(N)C1=CC=C(C=C1)CN(C)CCOC (R)-N'-((1,2,3,5,6,7-hexahydro-s-indacen-4-yl)carbamoyl)-4-(((2-meth-oxyethyl)(methyl)amino)-methyl)benzenesulfonimidamide